C1(=CC=CC=C1)C(C)(C)C1=CC=CC=C1 diphenyl-dimethyl-methane